1-(1,6-diazaspiro[3.3]heptan-6-yl)ethan-1-one N1CCC12CN(C2)C(C)=O